7-(2-(cyclopropanecarboxamido)-[1,2,4]triazolo[1,5-a]pyridin-5-yl)-2-azaspiro[3.5]non-6-en-2-carboxylic acid tert-butyl ester C(C)(C)(C)OC(=O)N1CC2(C1)CC=C(CC2)C2=CC=CC=1N2N=C(N1)NC(=O)C1CC1